(1S,2R,5S)-(+)-menthyl (R)-p-toluenesulfinate ethyl-(5-((4-chlorophenyl)carbamoyl)-1-(3-(furan-2-yl)benzoyl)piperidin-3-yl)carbamate C(C)N(C(O)=O)C1CN(CC(C1)C(NC1=CC=C(C=C1)Cl)=O)C(C1=CC(=CC=C1)C=1OC=CC1)=O.CC1=CC=C(C=C1)[S@](=O)OC1C[C@H](CCC1C(C)C)C